ClC=1C=CC(=C(C1)[C@H](CC)C=1C=NN(C1)C)C#N (1S,2R)-1-(5-chloro-2-cyanophenyl)-1-(1-methyl-1H-pyrazol-4-yl)propan